N2-(1-(1-(difluoromethyl)-1H-pyrazol-3-yl)cyclopentyl)-6-(3-methylimidazo[1,5-a]pyridin-6-yl)-1,3,5-triazine-2,4-diamine FC(N1N=C(C=C1)C1(CCCC1)NC1=NC(=NC(=N1)N)C=1C=CC=2N(C1)C(=NC2)C)F